tert-Butyl 3-((4-((2,4-dichlorophenyl)amino)pyrido[3,4-d]pyrimidin-6-yl)oxy)azetidine-1-carboxylate ClC1=C(C=CC(=C1)Cl)NC=1C2=C(N=CN1)C=NC(=C2)OC2CN(C2)C(=O)OC(C)(C)C